O=C1N(C=CC(N1)=O)C=1C=C(C(=O)O)C=CC1 3-(2,4-dioxo-1,3-diazin-1-yl)benzoic acid